2-((4-(2-(2,4-dichlorophenyl)-4-fluoro-2H-chromen-8-yl)piperidin-1-yl)methyl)-1-((1-(fluoromethyl)cyclopropyl)methyl)-1H-imidazo[4,5-b]pyridine-6-carboxylic acid ClC1=C(C=CC(=C1)Cl)C1OC2=C(C=CC=C2C(=C1)F)C1CCN(CC1)CC=1N(C=2C(=NC=C(C2)C(=O)O)N1)CC1(CC1)CF